Mucate [C@@H]([C@@H]([C@H](C(=O)O)O)O)([C@@H](C(=O)O)O)O